2,5-Bis(benzyloxy)-3-(hydroxy-methyl)benzoic acid C(C1=CC=CC=C1)OC1=C(C(=O)O)C=C(C=C1CO)OCC1=CC=CC=C1